ethylenediaminetetraacetic acid dicalcium salt [Ca+2].[Ca+2].C(CN(CC(=O)[O-])CC(=O)[O-])N(CC(=O)[O-])CC(=O)[O-]